di(o-nitrobenzyloxy)methylphenylsilane [N+](=O)([O-])C1=C(COC(OCC2=C(C=CC=C2)[N+](=O)[O-])[SiH2]C2=CC=CC=C2)C=CC=C1